CC(C(C)=O)C 3-methyl-butan-2-one